COC1=CC(=C(C=C1OC)CCO)C=C 2-(4,5-dimethoxy-2-vinylphenyl)ethan-1-ol